methyl-tin tri(isooctyl thioglycolate) C(CCCCC(C)C)C(C(=O)[O-])S.C(CCCCC(C)C)C(C(=O)[O-])S.C(CCCCC(C)C)C(C(=O)[O-])S.C[Sn+3]